α-Ketoglutarat O=C(C(=O)[O-])CCC(=O)[O-]